Ethyl-2-fluoro-N-[3-methoxy-6-(3-phenyl-1H-7-azaindazol-5-yl)pyridin-2-yl]pyridine-4-sulfonamide C(C)C=1C(=NC=CC1S(=O)(=O)NC1=NC(=CC=C1OC)C=1C=C2C(=NNC2=NC1)C1=CC=CC=C1)F